ClC=1C=C(NC2(CCC3(C(CC4=CC=CC=C34)CCOC3=C4C=CNC4=CC=C3)CC2)C(=O)O)C=CC1 (1r,4r)-4-(3-Chloroanilino)-2'-{2-[(1H-indol-4-yl)oxy]ethyl}-2',3'-dihydrospiro[cyclohexane-1,1'-indene]-4-carboxylic acid